CCCCCCCCCOC1=CC2=C(C=C1)NC=C2CC[NH3+] The molecule is an organic cation that is the conjugate acid of 5-nonyloxytryptamine, arising from selective protonation of the primary amino function. It is an ammonium ion derivative and an organic cation. It is a conjugate acid of a 5-nonyloxytryptamine.